3-[5,6-dichloro-2,4-dimethylhexanoyl]-4-hydroxy-5,6-dimethoxy-1H-pyridin-2-one ClC(C(CC(C(=O)C=1C(NC(=C(C1O)OC)OC)=O)C)C)CCl